N,N-diglycidyl-4-amino-phenylglycidyl ether C(C1CO1)N(C1=CC=C(C=C1)C(C1CO1)OC(C1CO1)C1=CC=C(C=C1)N(CC1CO1)CC1CO1)CC1CO1